(2-(hydroxymethyl)-6-methoxypyridin-3-yl)isoindoline-1,3-dione OCC1=NC(=CC=C1N1C(C2=CC=CC=C2C1=O)=O)OC